(3aR,5R,6S,6aR)-5-((R)-2,2-dimethyl-1,3-dioxolan-4-yl)-2,2-dimethyltetrahydrofuro[2,3-d][1,3]dioxol-6-yl 3,6-dichloro-2-methoxybenzoate ClC=1C(=C(C(=O)O[C@H]2[C@H](O[C@@H]3OC(O[C@@H]32)(C)C)[C@@H]3OC(OC3)(C)C)C(=CC1)Cl)OC